CS(=O)(=O)OCCC1(C2=C(C(N1CC1=CC=C(C=C1)OC)=O)SC(=C2)Br)CCOS(=O)(=O)C (2-bromo-5-(4-methoxybenzyl)-6-oxo-5,6-dihydro-4H-thieno[2,3-c]pyrrole-4,4-diyl)bis(ethane-2,1-diyl) dimethanesulfonate